CC1(OB(OC1(C)C)C1=CC=C(C=C1)C=1N=NN(C1)CC1=NC=CC=C1)C 2-((4-(4-(4,4,5,5-tetramethyl-1,3,2-dioxaborolan-2-yl)phenyl)-1H-1,2,3-triazol-1-yl)methyl)pyridine